ClC1=CC=C(C=C1)C(=O)C1=CC=2C(=C3C=CC(OC3=CC2)(C)C)O1 (4-chlorophenyl)(7,7-dimethyl-7H-furo[2,3-f]chromen-2-yl)methanone